(2S)-3-[3-[3-[(2S)-2-carboxy-2-[(3R)-pyrrolidin-3-yl]ethyl]anilino]phenyl]-2-[(3R)-pyrrolidin-3-yl]propionic acid C(=O)(O)[C@@H](CC=1C=C(NC=2C=C(C=CC2)C[C@H](C(=O)O)[C@@H]2CNCC2)C=CC1)[C@@H]1CNCC1